CSCCC(=O)[O-] 3-(methylthio)propanoate